6-(r-isobutyl-[1,4'-bipiperidin]-4-yl)-1,5-dimethyl-2-(4-(methylsulfonyl)phenyl)-1H-benzo[d]imidazole C(C(C)C)[C@H]1N(CCC(C1)C=1C(=CC2=C(N(C(=N2)C2=CC=C(C=C2)S(=O)(=O)C)C)C1)C)C1CCNCC1